2-(isopropylglycyl)-12-methoxy-8,10,12,14-tetramethyl-6-oxa-2,16-diazaspiro[4.12]heptadecane-7,9-dione C(C)(C)NCC(=O)N1CC2(CC1)OC(C(C(C(CC(CC(CNC2)C)(C)OC)C)=O)C)=O